bis(3,5-dimethylphenyl) phosphate P(=O)(OC1=CC(=CC(=C1)C)C)(OC1=CC(=CC(=C1)C)C)[O-]